FC1=CC=C(C=C1)N1C[C@@H](N(S(C2=C1C=C(C(=C2)OCC(C(=O)O)(C)C)C(F)(F)F)(=O)=O)C)CCC(F)(F)F (S)-3-((5-(4-fluorophenyl)-2-methyl-1,1-dioxido-7-(trifluoromethyl)-3-(3,3,3-trifluoropropyl)-2,3,4,5-tetrahydrobenzo[f][1,2,5]thiadiazepin-8-yl)oxy)-2,2-dimethylpropanoic acid